C(C)(C)N1N=C(C2=CC(=C3C(=C12)C=CC=C3)OC)OC 1-isopropyl-3,5-dimethoxy-1H-benzo[g]indazole